CC=1C=CC=2N(C1C)N=CC2C2=NC(C(C1=CC(=CC=C21)F)(F)F)(C)C (6,7-dimethylpyrazolo[1,5-a]pyridin-3-yl)-4,4,6-trifluoro-3,3-dimethyl-isoquinoline